C(CCCCC)N1C(N(C(C1=O)=CC1=CC=C(C=C1)NCCN1CCOCC1)C)=[Se] 3-hexyl-1-methyl-5-(4-((2-morpholinoethyl)amino)benzylidene)-2-selenoxoimidazolidin-4-one